1,1,1,3,3,3-hexafluoropropan-2-yl 1-((1-methyl-1,2,3,4-tetrahydroquinolin-7-yl) methyl)-1,8-diazaspiro[4.5]decane-8-carboxylate CN1CCCC2=CC=C(C=C12)CN1CCCC12CCN(CC2)C(=O)OC(C(F)(F)F)C(F)(F)F